β-(3,4-epoxycyclohexyl)ethyl-diethoxymethylsilane C1(CC2C(CC1)O2)CC[SiH2]C(OCC)OCC